O1N=C(C=C1)COC1=C(C=C2C=C(N(C2=C1)S(=O)(=O)C1=CC=C(C)C=C1)CNC(OC(C)(C)C)=O)OC(F)(F)F tert-butyl ((6-(isoxazol-3-ylmethoxy)-1-tosyl-5-(trifluoromethoxy)-1H-indol-2-yl)methyl)carbamate